2-cyano-2-[3-ethyl-4-oxo-5-[[3-(2-pyrrolidin-1-ylethyl)anilino]methyl]-1,3-thiazolidin-2-yl]-N-(2,2,2-trifluoroethyl)acetamide C(#N)C(C(=O)NCC(F)(F)F)C1SC(C(N1CC)=O)CNC1=CC(=CC=C1)CCN1CCCC1